FC1=C(C=C(C(=C1)OC)OC1=CN(C2=CC=CC=C12)C1=C(C=CC=C1)C)N1C(NC=2C(C1=O)=C(SC2)C(=O)O)=O 3-(2-fluoro-4-methoxy-5-((1-tolyl-1H-indol-3-yl)oxy)phenyl)-2,4-dioxo-1H-thieno[3,4-d]pyrimidine-5-carboxylic acid